C(C)(=O)OC\C(=C\CCC1C(CCCC1=C)(C)C)\C (E)-5-(2,2-Dimethyl-6-methylenecyclohexyl)-2-methylpent-2-en-1-yl acetate